COC(=O)N/N=C(/COC(C)=O)\C1=CC(=C(C=C1)Br)C(F)F.CO[Si](CCC1=CC=NC=C1)(OC)OC trimethoxy(2-pyridin-4-ylethyl)silane Methyl-(2E)-2-{2-(acetyloxy)-1-[4-bromo-3-(difluoromethyl)phenyl]ethylidene}hydrazine-1-carboxylate